C1(CCCC1)N1C(C(=CC2=C1N=C(N=C2)NC2=CC=C(C=N2)OCC(=O)O)CC)=O [6-(8-cyclopentyl-6-ethyl-7-oxo-7,8-dihydro-pyrido[2,3-d]Pyrimidin-2-ylamino)-pyridin-3-yloxy]-acetic acid